O.[P].[Ca] calcium phosphorus water